[C@@H]1([C@H](O)[C@H](O)[C@@H](CO)O1)N1C=NC2=CN=CN=C12 6-Deaminoadenosine